2-(3,5-Dichloro-4-((6-oxo-1,6-dihydropyridin-3-yl)oxy)phenyl)-3,5-dioxo-2,3,4,5-Tetrahydro-1,2,4-triazine-6-carbonitrile ClC=1C=C(C=C(C1OC1=CNC(C=C1)=O)Cl)N1N=C(C(NC1=O)=O)C#N